NC1=NC(=NC=C1C(=O)NCC1=NC=CC=C1)N1CCC(CC1)(C)N 4-amino-2-(4-amino-4-methylpiperidin-1-yl)-N-pyridin-2-ylmethyl-pyrimidine-5-carboxamide